BrC=1C=CC(=NC1)C=1C=CC(=NC1)N(C(OC(C)(C)C)=O)C Tert-Butyl N-[5-(5-bromanylpyridin-2-yl)pyridin-2-yl]-N-methyl-carbamate